ClC=1C=C2C(=NC(N3C2=C(C1C1=C(C=C(C=C1)F)F)SCC(C3)OC)=O)N3CCNCC3 10-chloro-11-(2,4-difluorophenyl)-3-methoxy-8-(piperazin-1-yl)-3,4-dihydro-2H,6H-[1,4]thiazepino[2,3,4-ij]quinazolin-6-one